5-(4-{2-[(tert-butyldimethylsilyl)oxy]ethyl}piperazin-1-yl)-17-fluoro-7,11-dioxa-20,23,24-triazapentacyclo[17.5.2.12,6.013,18.022,25]heptacosa-1(24),2(27),3,5,13,15,17,19,21,25-decaene [Si](C)(C)(C(C)(C)C)OCCN1CCN(CC1)C=1C=CC=2C3=NNC4=CN=C(C5=C(C=CC=C5COCCCOC1C2)F)C=C34